C1(CCCC1)NC1=CC=C(C=C1)C1C(CC2C(N1C(C1=C(C=CC=C1C)F)=O)CCC2)C(=O)NC2=CC(=C(C=C2)F)C(F)(F)F cis-2-(4-(cyclopentylamino)phenyl)-N-(4-fluoro-3-(trifluoromethyl)phenyl)-1-(2-fluoro-6-methylbenzoyl)octahydro-1H-cyclopenta[b]pyridine-3-carboxamide